OC(CCCCCCCCCCC(=O)O)CC=CCC=CCCCCCCC 12-Hydroxy-pentacosa-14,17-dienoic acid